(1R,3S,5R)-tert-Butyl 5-(acetamidomethyl)-3-((6-bromo-3-(methoxymethyl)pyridin-2-yl)carbamoyl)-2-azabicyclo[3.1.0]hexane-2-carboxylate C(C)(=O)NC[C@]12C[C@H](N([C@@H]2C1)C(=O)OC(C)(C)C)C(NC1=NC(=CC=C1COC)Br)=O